3-((4-(4-(4-(2-((2,6-dioxopiperidin-3-yl)amino)benzyl)piperazin-1-yl)piperidin-1-yl)-3-methoxyphenyl)amino)-6-ethyl-5-((tetrahydro-2H-pyran-4-yl)amino)pyrazine-2-carboxamide O=C1NC(CCC1NC1=C(CN2CCN(CC2)C2CCN(CC2)C2=C(C=C(C=C2)NC=2C(=NC(=C(N2)NC2CCOCC2)CC)C(=O)N)OC)C=CC=C1)=O